4-[2-[[(3R,5S)-5-[tert-Butyl(diphenyl)silyl]oxy-1-ethyl-3-piperidyl]amino]oxazolo-[4,5-b]pyrazin-5-yl]-3-hydroxy-benzonitrile [Si](C1=CC=CC=C1)(C1=CC=CC=C1)(C(C)(C)C)O[C@H]1C[C@H](CN(C1)CC)NC=1OC=2C(=NC(=CN2)C2=C(C=C(C#N)C=C2)O)N1